(pentamethylcyclopentadienyl)(2-isopropylindenyl)zirconium dibromide [Br-].[Br-].CC1=C(C(=C(C1(C)[Zr+2]C1C(=CC2=CC=CC=C12)C(C)C)C)C)C